methyl 5-benzyl-3-((1-methyl-1H-indole-4-carboxamido)methyl)-4,5-dihydroisoxazole-5-carboxylate C(C1=CC=CC=C1)C1(CC(=NO1)CNC(=O)C=1C=2C=CN(C2C=CC1)C)C(=O)OC